NC1=C(C(N(C2=CC(=CC=C12)C(F)(F)F)C1=CC=C(C=C1)C(CC)O)=O)C(=O)OC methyl 4-amino-1-(4-(1-hydroxypropyl)phenyl)-2-oxo-7-(trifluoromethyl)-1,2-dihydroquinoline-3-carboxylate